tert-butyl-5-hydroxy-1H-indazole-1-carboxylate C(C)(C)(C)OC(=O)N1N=CC2=CC(=CC=C12)O